BrCC1=CC=C(C=C1)CC 1-(bromomethyl)-4-ethylbenzene